carboxyethyl-ammonium acrylate C(C=C)(=O)[O-].C(=O)(O)CC[NH3+]